C(C)(C)(C)OC(=O)N1CC(C1)C1=NC(=NC2=C(C(=C(C=C12)Cl)C1=CC(=CC2=CC=CC=C12)O)F)N1CC(C1)N(C)C (S or R)-3-(6-chloro-2-(3-(dimethylamino)azetidin-1-yl)-8-fluoro-7-(3-hydroxynaphthalen-1-yl)quinazolin-4-yl)azetidine-1-carboxylic acid tert-butyl ester